2-(tert-butoxy)-2-oxoethyl cyclohexyl fumarate C(\C=C\C(=O)OC1CCCCC1)(=O)OCC(=O)OC(C)(C)C